2-Cyclohexylpropan-2-ylmethacrylat C1(CCCCC1)C(C)(C)OC(C(=C)C)=O